3-(4-(5-benzyl-pyrimidin-2-yl)piperazin-1-yl)-7-(1-methyl-1H-pyrazol-4-yl)imidazo[1,2-c]pyrimidine C(C1=CC=CC=C1)C=1C=NC(=NC1)N1CCN(CC1)C1=CN=C2N1C=NC(=C2)C=2C=NN(C2)C